NC1=NC=2C=C(C(=CC2C2=C1C=NN2C)C(=O)N(C2COC1=C2C=CC(=C1)C#CC1=NN(C=C1)C)C)Cl 4-amino-7-chloro-N,1-dimethyl-N-(6-((1-methyl-1H-pyrazol-3-yl)ethynyl)-2,3-dihydrobenzofuran-3-yl)-1H-pyrazolo[4,3-c]quinoline-8-carboxamide